BrC=1C=C(C(=NC1I)C(=O)OC)C methyl 5-bromo-6-iodo-3-methylpicolinate